ClC1=C(C=C(C=C1C)F)[C@@H]1N(CC[C@@H]1C(=O)NC1=NC=CN=C1)C(CN1N=C(C=C1C(F)(F)F)C1CC1)=O (2R,3S)-2-(2-chloro-5-fluoro-3-methylphenyl)-1-{2-[3-cyclopropyl-5-(trifluoromethyl)-1H-pyrazol-1-yl]acetyl}-N-(pyrazin-2-yl)pyrrolidine-3-carboxamide